COC(C1=CC(=C(C=C1)F)C=1C(=CC2=C(N(C(N=C2N2[C@H](CN(CC2)C(C=C)=O)C)=O)C=2C(=NC=CC2C)C(C)C)N1)C#N)=O (S)-3-(4-(4-Acryloyl-2-methylpiperazin-1-yl)-6-cyano-1-(2-isopropyl-4-methylpyridine-3-yl)-2-oxo-1,2-dihydropyrido[2,3-d]pyrimidin-7-yl)-4-fluorobenzoic acid methyl ester